Methyl 2-(2-fluoro-4-(6-((1-methyl-6-oxo-1,6-dihydropyridin-2-yl)methoxy)pyridin-2-yl)benzyl)-1-(2-methoxyethyl)-1H-benzo[d]imidazole-6-carboxylate FC1=C(CC2=NC3=C(N2CCOC)C=C(C=C3)C(=O)OC)C=CC(=C1)C1=NC(=CC=C1)OCC=1N(C(C=CC1)=O)C